2-(3-(2-chloro-6-(trifluoromethyl)pyrimidin-4-yl)-3-azabicyclo[3.1.1]heptan-6-yl)acetic acid ethyl ester C(C)OC(CC1C2CN(CC1C2)C2=NC(=NC(=C2)C(F)(F)F)Cl)=O